N-benzyl-3-(3-(4-methoxybenzyl)-2,4-dioxotetrahydropyrimidin-1(2H)-yl)benzofuran-6-carboxamide C(C1=CC=CC=C1)NC(=O)C1=CC2=C(C(=CO2)N2C(N(C(CC2)=O)CC2=CC=C(C=C2)OC)=O)C=C1